OC1=CC=C(CN2CC3(CC3)CN(C2=O)C2CCN(CC2)C)C=C1 5-(4-hydroxybenzyl)-7-(1-methylpiperidin-4-yl)-5,7-diazaspiro[2.5]octan-6-one